1-(3-chloro-5'-fluoro-2'-hydroxy-3'-(5-(7-hydroxy-7-methyl-5-azaspiro[2.4]heptan-5-yl)-6-methylpyridin-3-yl)-[1,1'-biphenyl]-4-yl)-3-methyl-1H-imidazol-2(3H)-one ClC=1C=C(C=CC1N1C(N(C=C1)C)=O)C1=C(C(=CC(=C1)F)C=1C=NC(=C(C1)N1CC2(CC2)C(C1)(C)O)C)O